2-(7-methoxynaphthalene-1-yl)acetonitrile COC1=CC=C2C=CC=C(C2=C1)CC#N